Benzyl (((1S,6R,7R)-3-(6-chloropyrido[2,3-b]pyrazin-2-yl)-7-(2-fluorophenyl)-3-azabicyclo[4.1.0]heptan-7-yl)methyl)carbamate ClC=1C=CC=2C(=NC=C(N2)N2C[C@@H]3[C@]([C@@H]3CC2)(C2=C(C=CC=C2)F)CNC(OCC2=CC=CC=C2)=O)N1